O=C1N(CCN1)CCN1CCN(CC1)CCNCCNCC#N 2-((2-((2-(4-(2-(2-oxoimidazolidin-1-yl)ethyl)piperazin-1-yl)ethyl)amino)ethyl)amino)acetonitrile